[Si](C)(C)(C(C)(C)C)C(C#CCCCC)O 1-(tert-butyldimethylsilyl)-2-heptyn-1-ol